(S)-4-(5-(5-fluoro-2-methoxypyridin-4-yl)-1H-pyrazole-3-carbonyl)-N-((R)-3-methyl-5,6,7,8-tetrahydro-[1,2,4]triazolo[4,3-a]pyridin-8-yl)-4-azaspiro[2.5]octane-7-carboxamide FC=1C(=CC(=NC1)OC)C1=CC(=NN1)C(=O)N1C2(CC2)C[C@H](CC1)C(=O)N[C@H]1C=2N(CCC1)C(=NN2)C